3,8-Dimethyl-5-propan-2-yl-1,2,3,3a,4,5,6,7-octahydroazulene CC1CCC2=C(CCC(CC12)C(C)C)C